N-(4-(naphthalene-2-yl)phenyl)-4',6'-diphenyl-[1,1':2',1''-terphenyl]-4-amine C1=C(C=CC2=CC=CC=C12)C1=CC=C(C=C1)NC1=CC=C(C=C1)C=1C(=CC(=CC1C1=CC=CC=C1)C1=CC=CC=C1)C1=CC=CC=C1